C(CC1=C(C(=CC(=C1)C(C)(C)C)C(C)(C)C)O)C1=C(C(=CC(=C1)C(C)(C)C)C(C)(C)C)O 2,2'-ethylenebis(4,6-di-tertiary butyl-phenol)